Cl.Cl.CN1C2COCC1CNC2 9-methyl-3-oxa-7,9-diazabicyclo[3.3.1]Nonane dihydrochloride